BrC=1C=C(C=CC1F)CC(CC(=O)O)(Cl)Cl (1R,3R)-3-(3-bromo-4-fluorophenyl)-2,2-dichloropropane-1-carboxylic acid